N-[1-[(7-fluoro-2-formyl-2,3-dihydro-1H-inden-5-yl)oxymethyl]cyclopropyl]carbamic acid tert-butyl ester C(C)(C)(C)OC(NC1(CC1)COC=1C=C2CC(CC2=C(C1)F)C=O)=O